ClC=1C=C(OC2C(C(C2(C)C)NC(=O)C2=CC=C(C=C2)N2CCN(CC2)CCCCCCC(=O)O)(C)C)C=CC1C#N 7-(4-(4-((3-(3-chloro-4-cyanophenoxy)-2,2,4,4-tetramethylcyclobutyl)carbamoyl)phenyl)piperazin-1-yl)heptanoic acid